FC(OC=1C=CC(=NC1)OC=1C=C(/C(=N/O)/N)C=CC1)F (Z)-3-((5-(difluoromethoxy)pyridin-2-yl)oxy)-N'-hydroxybenzoamidine